tetraphenylporphyrin bromide [Br-].C1(=CC=CC=C1)C1=C2C=CC(C(=C3C=CC(=C(C=4C=CC(=C(C5=CC=C1N5)C5=CC=CC=C5)N4)C4=CC=CC=C4)N3)C3=CC=CC=C3)=N2